5-methyl-2-pyrazoline-3-carboxylic acid CC1CC(=NN1)C(=O)O